Cl.O1COC2=C1C=C(C=C2C2=CC1=C(OCO1)C=C2)C(=O)N [4,5'-bibenzo[d][1,3]dioxol]-6-carboxamide hydrochloride